FC1=C(C(=CC=C1)F)C=O 2,6-difluoro-phenyl-methanone